[4-[tert-butyl (dimethyl) silyl] oxy-3-methoxy-butyl] benzoate C(C1=CC=CC=C1)(=O)OCCC(CO[Si](C)(C)C(C)(C)C)OC